CN1C(C2=C(C(=C1)B(O)O)C=C(N2S(=O)(=O)C2=CC=C(C)C=C2)C=2C=NN(C2)C(F)(F)F)=O (6-methyl-7-oxo-1-tosyl-2-(1-(trifluoromethyl)-1H-pyrazol-4-yl)-6,7-dihydro-1H-pyrrolo[2,3-c]pyridin-4-yl)boronic acid